C(C)NC=1C=C(C=C2C3=C(NC12)N=CC(=C3N3N=C(C=C3)C(F)(F)F)C=3C=NC=C(C3)CC=3OC(=NN3)C)F N-ethyl-6-fluoro-3-[5-[(5-methyl-1,3,4-oxadiazol-2-yl)methyl]-3-pyridyl]-4-[3-(trifluoromethyl)pyrazol-1-yl]-9H-pyrido[2,3-b]indol-8-amine